7-(benzyloxy)-3,4-dihydroisoquinoline-2(1H)-carboxylic acid tert-butyl ester C(C)(C)(C)OC(=O)N1CC2=CC(=CC=C2CC1)OCC1=CC=CC=C1